C(OCC1OC(OC1)=O)(OCCC)=O (2-Oxo-1,3-dioxolan-4-yl)methyl propyl carbonate